[N+](=O)([O-])C=1C=CC2=C(C(N(S2)C(C)(C)C2=NC=CC=C2)=O)C1 5-nitro-2-(2-(pyridin-2-yl)propan-2-yl)benzo[d]isothiazol-3(2H)-one